CC1=CC=2C(C3=CC=CC=C3C(C2C(=C1)C)=O)=O 2,4-dimethyl-anthraquinone